NCCN[C@@H](C(C)C)C(=O)OC(C)(C)C tert-Butyl (2-aminoethyl)-L-valinate